FC=1C=C(C(=NC1)OC)[C@@H]1N(C[C@H](C1)O)C(=O)OC(C)(C)C tert-butyl (2R,4S)-2-(5-fluoro-2-methoxypyridin-3-yl)-4-hydroxypyrrolidine-1-carboxylate